C(C)(=O)O[C@@H](C)CCCCCCC[C@H](C)OC(C)=O (2S,10S)-2,10-diacetoxyundecane